C(C=C)N1C(C2=CC=C(C=C2C1(C)C)NC1=NC=C(C(=N1)N[C@H](CO)C1=CC=CC=C1)C1=NC(=NO1)C12CCN(CC1)CC2)=O (S)-2-allyl-5-((4-((2-hydroxy-1-phenylethyl)amino)-5-(3-(quinuclidin-4-yl)-1,2,4-oxadiazol-5-yl)pyrimidin-2-yl)amino)-3,3-dimethylisoindolin-1-one